1-(5-fluoro-1H-indol-3-yl)-2-(3-hydroxypyrrolidin-1-yl)ethane-1,2-dione FC=1C=C2C(=CNC2=CC1)C(C(=O)N1CC(CC1)O)=O